9-(m-aminophenyl)acridineOne NC=1C=C(C=CC1)C=1C2=CC=CC=C2N=C2C=CCC(C12)=O